FC1CN(C1)NC(=O)C=1C=NN2C1N=CC=C2NC N-(3-fluoroazetidin-1-yl)-7-(methylamino)pyrazolo[1,5-a]pyrimidine-3-carboxamide